C1(CC1)CN(C1=CC=C2N=CC(=NC2=C1)C=1C=NN(C1)CCCCC(=O)NO)C1=CC(=CC(=C1)OC)OC 5-(4-(7-((Cyclopropylmethyl)(3,5-dimethoxyphenyl)amino)quinoxalin-2-yl)-1H-pyrazol-1-yl)-N-Hydroxyvaleramide